2-(2-methoxypyridin-4-yl)acetaldehyde COC1=NC=CC(=C1)CC=O